[C@H]1(C[C@]2(CC1)C=1OC=C(COC3=CC=CC=C3C=3C=CC=C(C2)C3)N1)NS(=O)(=O)C N-[(1'S,14R)-spiro[8,12-dioxa-21-azatetracyclo[14.3.1.110,13.02,7]henicosa-1(20),2,4,6,10,13(21),16,18-octaene-14,3'-cyclopentane]-1'-yl]methanesulfonamide